O=C1NC(CCC1N1C(C2=CC=C(C=C2C1=O)N1[C@@H]2CN([C@H](C1)C2)CO)=O)=O ((1S,4S)-5-(2-(2,6-Dioxopiperidin-3-yl)-1,3-dioxoisoindoline-5-yl)-2,5-diazabicyclo[2.2.1]heptane-2-yl)methanol